CN(S(=O)(=O)C1=CC=C2CCN(CC2=C1)C1=CC=NC=C1)[C@@H](C)C1=CC=CC=C1 (S)-N-methyl-N-(1-phenylethyl)-2-(pyridin-4-yl)-1,2,3,4-tetrahydroisoquinoline-7-sulfonamide